tri-tert-butyl 2,2',2''-(10-{2-[(2,5-dioxopyrrolidin-1-yl)oxy]-2-oxoethyl}-1,4,7,10-tetraazacyclododecane-1,4,7-triyl)triacetate O=C1N(C(CC1)=O)OC(CN1CCN(CCN(CCN(CC1)CC(=O)OC(C)(C)C)CC(=O)OC(C)(C)C)CC(=O)OC(C)(C)C)=O